ClC1=CC(=C(C(=O)C2=C(C=NC=C2)C(=O)O)C=C1)OC 4-(4-chloro-2-methoxybenzoyl)pyridine-3-carboxylic acid